(2-benzyl-octahydrocyclopenta[c]pyrrol-4-yl)carbamic acid tert-butyl ester C(C)(C)(C)OC(NC1CCC2CN(CC21)CC2=CC=CC=C2)=O